CO[C@@H]1CC[C@@]2(C3CC[C@@]4(C(CCC4C3CCC2C1)[C@@H](CCC(=O)OC)C)C)C methyl (4R)-4-((3R,10S,13R)-3-methoxy-10,13-dimethylhexadecahydro-1H-cyclopenta[a]phenanthren-17-yl)pentanoate